2-((N,N-dimethyl-sulfamoyl)amino)-N-(8-(methylsulfonyl)-8-azabicyclo[3.2.1]oct-3-yl)-5-(trifluoromethyl)benzamide CN(S(=O)(=O)NC1=C(C(=O)NC2CC3CCC(C2)N3S(=O)(=O)C)C=C(C=C1)C(F)(F)F)C